5-(2-aminoethyl)thiophene-3-carboxamidine NCCC1=CC(=CS1)C(=N)N